N1=C(C=CC=2CCCNC12)CCCCCCN 6-(5,6,7,8-tetrahydro-1,8-naphthyridin-2-yl)hexan-1-amine